1,7-octanedicarboxylic acid C(CCCCCC(C)C(=O)O)C(=O)O